ClC1=C(C=CC(=C1F)F)[C@H]1N=C(NC(=C1C(=O)OC)C12C3C4C5(C3C1C5C24)C(=O)OC)C=2SC=CN2 |o1:9| (4S*)-methyl 4-(2-chloro-3,4-difluorophenyl)-6-((2R,3R,4R,5S)-4-(methoxycarbonyl) cuban-1-yl)-2-(thiazol-2-yl)-1,4-dihydropyrimidine-5-carboxylate